N-(8-fluoro-2-methylimidazo[1,2-a]pyridin-6-yl)-5-(2,6-diazaspiro[3.5]nonan-2-yl)pyrazine-2-carboxamide FC=1C=2N(C=C(C1)NC(=O)C1=NC=C(N=C1)N1CC3(C1)CNCCC3)C=C(N2)C